N1=C2C(=NC=C1)N=C(C=C2)C=O PYRIDO[2,3-B]PYRAZINE-6-CARBALDEHYDE